C[SiH](O[SiH](OCC)C)OC(C)=O 1,3-dimethyl-1-acetoxy-3-ethoxydisiloxane